[1,4]diazepino[5',6':4,5]thieno[3,2-f]quinolin-8-one C1=CC=NC=2C=CC3=C(C12)C1=C(S3)C(N=CC=N1)=O